4,5-dichlorophenyl formate C(=O)OC1=CC=C(C(=C1)Cl)Cl